(S)-N-(2-methoxyphenyl)-4-((1-((4-bromophenyl)amino)-1-oxopropan-2-yl)oxy)benzamide COC1=C(C=CC=C1)NC(C1=CC=C(C=C1)O[C@H](C(=O)NC1=CC=C(C=C1)Br)C)=O